N-(6-METHOXY-1-METHYLINDAZOL-7-YL)-6-(1-METHYLPYRAZOL-3-YL)PYRIDINE-3-SULFONAMIDE COC1=CC=C2C=NN(C2=C1NS(=O)(=O)C=1C=NC(=CC1)C1=NN(C=C1)C)C